NC=1C=CC(=C2CN(C(C12)=O)CC(C#N)=C)C1=CC=C2C=NN(C2=C1)C1CCC1 2-{[7-amino-4-(1-cyclobutyl-1H-indazol-6-yl)-1-oxo-2,3-dihydro-1H-isoindol-2-yl]methyl}prop-2-enenitrile